4-(3-hydroxyphenyl)-7-(4-methyl-1,3-thiazol-5-yl)-2-(2-(2-propenoyl)-2,6-diazaspiro[3.4]octan-6-yl)-1,5-naphthyridine-3-carbonitrile OC=1C=C(C=CC1)C1=C(C(=NC2=CC(=CN=C12)C1=C(N=CS1)C)N1CC2(CN(C2)C(C=C)=O)CC1)C#N